C(CCCCCC)OC=1C=C(SC1)C1(CC=C(C=C1)N)NC1=CC=CC=C1 1-(4-(heptyloxy)thiophen-2-yl)-N1-phenylbenzene-1,4-diamine